CN1N=CC=C1C(=O)N[C@H](C(=O)NC1=CC=C(C=C1)N1C(=NC=C1)C)[C@@H]1CCCC2=CC=CC=C12 2-methyl-N-[(1S)-2-[4-(2-methylimidazol-1-yl)anilino]-2-oxo-1-[(1R)-tetralin-1-yl]ethyl]pyrazole-3-carboxamide